(S)-4-chloro-N-(1-(1-(5-((dimethyl(oxo)-λ6-sulfaneylidene)amino)pyridin-2-yl)-1H-1,2,4-triazol-5-yl)ethyl)-3-(trifluoromethyl)benzamide ClC1=C(C=C(C(=O)N[C@@H](C)C2=NC=NN2C2=NC=C(C=C2)N=S(=O)(C)C)C=C1)C(F)(F)F